4-(((2-hydroxyethyl)amino)methyl)tetrahydro-2H-pyran-4-ol OCCNCC1(CCOCC1)O